(1S,4aS,4bR,6aS,8R,10aS,10bR,12aS)-8-(ethoxymethyl)-12a-methyloctadecahydrochrysene-1,8-diol C(C)OC[C@@]1(C[C@@H]2CC[C@H]3[C@@H]4CCC[C@@H]([C@]4(CC[C@@H]3[C@H]2CC1)C)O)O